4-((R)-3-(4-chloro-2-fluorophenyl)-2,3-dihydrobenzo[b][1,4]dioxin-5-yl)piperidin ClC1=CC(=C(C=C1)[C@H]1OC2=C(OC1)C=CC=C2C2CCNCC2)F